C(CCCCCCCCCCCCCCCCC)C1(CC(CCC1)(C(=O)O)CCCCCCCCCCCCCCCCCC)C(=O)O 1,3-dioctadecyl-cyclohexane-1,3-dicarboxylic acid